Cl.C1(C2C(C(N1)=O)CC=CC2)=O 1,2,3,6-tetrahydrophthalimide hydrochloride